FC1=CC=CC=2N(C(=NC21)CF)C(C)C 4-fluoro-2-(fluoromethyl)-1-isopropyl-1H-benzo[d]Imidazole